(trans)-N,N'-diisopropyl-1,2-cyclohexanediamine C(C)(C)N[C@H]1[C@@H](CCCC1)NC(C)C